C1(CC1)NCC(C(=O)OCC)(F)F ethyl 3-(cyclopropylamino)-2,2-difluoropropionate